5-((8,8-bis(((Z)-oct-5-en-1-yl)oxy)octyl)(2-hydroxyethyl)amino)pentyl non-3-yn-1-yl carbonate C(OCCCCCN(CCO)CCCCCCCC(OCCCC\C=C/CC)OCCCC\C=C/CC)(OCCC#CCCCCC)=O